2-hydroxy-5-((4-(2-nitro-4-(3-(3-nitrophenyl)-1,2,4-oxadiazol-5-yl)phenyl)piperazin-1-yl)methyl)benzaldehyde OC1=C(C=O)C=C(C=C1)CN1CCN(CC1)C1=C(C=C(C=C1)C1=NC(=NO1)C1=CC(=CC=C1)[N+](=O)[O-])[N+](=O)[O-]